FC([C@@H]([O-])C1=C2CCN[C@H](C2=CC=C1)C)F (1S)-2,2-difluoro-1-[(1S)-1-methyl-1,2,3,4-tetrahydroisoquinolin-5-yl]ethanolate